Cl.CC1=C(C=CC=C1C1=NN=C(O1)C1=CC=C(CN2C[C@@H](CCC2)C(=O)O)C=C1)C1=CC=CC=C1 (R)-1-(4-(5-(2-methyl-[1,1'-biphenyl]-3-yl)-1,3,4-oxadiazol-2-yl)benzyl)piperidine-3-carboxylic acid hydrochloride